CC=1C=C(C(=NC1)CC=1C=C(C(=O)O)C=CC1)[N+](=O)[O-] 3-((5-methyl-3-nitropyridin-2-yl)methyl)benzoic acid